BrC=1C=CC2=C(C(=NOC2=O)C2CC2)C1 6-bromo-4-cyclopropyl-1H-benzo[d][1,2]oxazin-1-one